6-chloro-3-isopropyl-N-(pyridazin-3-ylmethyl)-[1,2,4]triazolo[4,3-b]pyridazin-8-amine ClC=1C=C(C=2N(N1)C(=NN2)C(C)C)NCC=2N=NC=CC2